cadmium sulfate S(=O)(=O)([O-])[O-].[Cd+2]